CN1N=C(C=C1NC=1C=CC(=NC1)C#N)C1=NC=C(C=C1)C(F)(F)F 5-((1-Methyl-3-(5-(trifluoromethyl)pyridin-2-yl)-1H-pyrazol-5-yl)amino)picolinonitrile